C1=CC=C(C=C1)CC2=NC(=CN3C2=NC(=C3O)CC4=CC=C(C=C4)O)C5=CC=C(C=C5)O The molecule is an imidazopyrazine that is imidazo[1,2-a]pyrazin-3(7H)-one in which positions 2, 6, and 8 are substituted by 4-hydroxybenzyl, 4-hydroxyphenyl, and benzyl groups, respectively. It has a role as a luciferin. It is a member of phenols and an imidazopyrazine. It derives from a hydride of an imidazo[1,2-a]pyrazine.